3-(tert-butyl)-1-(2,5-difluorophenyl)-1H-pyrazole-5-amine C(C)(C)(C)C1=NN(C(=C1)N)C1=C(C=CC(=C1)F)F